1-chloro-2-ethoxy-9H-thioxanthen-9-one ClC1=C(C=CC=2SC3=CC=CC=C3C(C12)=O)OCC